3-(1-(6,7-dimethoxyquinazolin-4-yl)azetidin-3-yl)propylboronic acid COC=1C=C2C(=NC=NC2=CC1OC)N1CC(C1)CCCB(O)O